(5-fluoro-7-methyl-benzimidazol-1-yl)-phenylamine FC1=CC2=C(N(C=N2)NC2=CC=CC=C2)C(=C1)C